1-(3-(5-fluoro-2-(3-fluoro-4-(2-methoxyethoxy)phenylamino)pyrimidin-4-ylamino)phenyl)-3-methylbut-2-en-1-one FC=1C(=NC(=NC1)NC1=CC(=C(C=C1)OCCOC)F)NC=1C=C(C=CC1)C(C=C(C)C)=O